Cl.C1C(CCC12CCCC2)N spiro[4.4]nonan-2-amine hydrochloride